C(CCCCC)NC=1C=2N=CN([C@H]3[C@H](O)[C@H](O)[C@@H](CO)O3)C2N=CN1 N6-hexanyladenosine